ClC1=NC=C(C(=C1)B(O)O)OC([2H])([2H])[2H] (2-chloro-5-(methoxy-d3)pyridin-4-yl)boronic acid